ClC=1C=C(C=CC1F)NC1=NC=NC2=CC(=C(C=C12)NC(C=CCN(C)C)=O)O[C@@H]1COCC1 4-[(3-chloro-4-fluorophenyl)amino]-6-[[4-(N,N-dimethylamino)-1-oxo-2-buten-1-yl]amino]-7-[(S)-(tetrahydrofuran-3-yl)-oxy]-quinazoline